3-(4-fluorophenyl)-5-(methyl-d3)isoxazol FC1=CC=C(C=C1)C1=NOC(=C1)C([2H])([2H])[2H]